4-[(6-bromo-4-fluoro-1,3-benzothiazol-2-yl)-methyl-amino]piperidine-1-carboxylic acid tert-butyl ester C(C)(C)(C)OC(=O)N1CCC(CC1)N(C)C=1SC2=C(N1)C(=CC(=C2)Br)F